NC(CCN1C2=CC=C(C=C2C=2C=CC(=CC12)CCC(=O)O)N1C=NC=C1)=O 9-(3-amino-3-oxo-propyl)-6-(1H-imidazol-1-yl)-2-(2-carboxyethyl)-9H-carbazole